FC1=CC=C(C=C1)C[C@H](C(=O)O)NC(CCC1=CC=C(C=C1)C)=O (R)-3-(4-fluorophenyl)-2-(3-(p-tolyl)propanamido)propanoic acid